2-(4-methoxyphenyl)-1,2,3,4-tetrahydroisoquinoline COC1=CC=C(C=C1)N1CC2=CC=CC=C2CC1